N1=CC(=CC=2CC3(CCC12)OCCO3)NC3=NC(=NC=C3)NC3=CC(=C(C=C3)OCCCN3CCCCC3)OC 4-(7',8'-dihydro-5'H-spiro[1,3-dioxolane-2,6'-quinolin]-3'-ylamino)-2-[3-methoxy-4-(3-piperidinopropoxy)phenylamino]pyrimidine